methyl-5-bromo-2-iodo-3-methoxy-benzoic acid CC1=C(C(=C(C(=O)O)C=C1Br)I)OC